3-bromothiazole-5-methanol BrN1CSC(=C1)CO